CS(=O)(=O)OCC1=NN2C(C=C(C=C2)C(F)(F)F)=C1 (5-(trifluoromethyl)pyrazolo[1,5-a]pyridin-2-yl)methyl methanesulfonate